CN1N=CC(=C1)S(=O)(=O)N1CCC(CC1)NC1=NC=C(C(=N1)C1=CC(=CS1)C(=O)N)C(F)(F)F 5-(2-((1-((1-methyl-1H-pyrazol-4-yl)sulfonyl)piperidin-4-yl)amino)-5-(trifluoromethyl)-pyrimidin-4-yl)thiophene-3-carboxamide